ClC=1C(=C(C=CC1F)[C@H](NC(=O)N1[C@@H](C(NCC1)=O)C)C=1C=NC(=CC1)C(C)(F)F)F (2R)-N-((R)-(3-chloro-2,4-difluorophenyl)(6-(1,1-difluoroethyl)pyridin-3-yl)methyl)-2-methyl-3-oxopiperazine-1-carboxamide